N-((7-bromo-3-chloro-2,6-naphthyridin-1-yl)methyl)formamide BrC1=NC=C2C=C(N=C(C2=C1)CNC=O)Cl